C(C)(C)(C)OC(=O)N1CCC(CC1)C1=CC2=C(N=C(NC2=O)C=2C=C(C=3N(N2)C=C(N3)C)C(F)(F)F)S1 4-[4-keto-2-[2-methyl-8-(trifluoromethyl)imidazo[1,2-b]pyridazin-6-yl]-3H-thieno[2,3-d]pyrimidin-6-yl]piperidine-1-carboxylic acid tert-butyl ester